N-(4-(3-(2,5-dimethoxyphenethyl)-4-oxo-3,4-dihydroquinazolin-6-yl)-3-methoxyphenyl)acetamide COC1=C(CCN2C=NC3=CC=C(C=C3C2=O)C2=C(C=C(C=C2)NC(C)=O)OC)C=C(C=C1)OC